(±)-3-methyl-5-phenylpentyl palmitate C(CCCCCCCCCCCCCCC)(=O)OCC[C@@H](CCC1=CC=CC=C1)C |r|